Indole selenium [Se].N1C=CC2=CC=CC=C12